2-((5-chloro-2-((5-cyanopyridin-3-yl)methoxy)-4-((3-(1-(2-(dimethyl-amino)ethyl)-1H-benzo[d]imidazol-5-yl)-2-methylbenzyl)oxy)benzyl)amino)-2-methylpropanoic acid ClC=1C(=CC(=C(CNC(C(=O)O)(C)C)C1)OCC=1C=NC=C(C1)C#N)OCC1=C(C(=CC=C1)C1=CC2=C(N(C=N2)CCN(C)C)C=C1)C